N-(1-(ferrocen-3-yl)-2-(tert-butylamino)-2-oxoethyl)-2-ethynyl-N-(4-trifluoromethoxyphenyl)thiazole-4-carboxamide [CH-]1C=C(C=C1)C(C(=O)NC(C)(C)C)N(C(=O)C=1N=C(SC1)C#C)C1=CC=C(C=C1)OC(F)(F)F.[CH-]1C=CC=C1.[Fe+2]